Silver-Manganese-Aluminium [Al].[Mn].[Ag]